NC1=CC=C(C(=O)OCCOCC)C=C1 ethoxyethyl para-aminobenzoate